The molecule is a tetrachlorobiphenyl in which the chlorines are positions at positions 2, 3, 4, and 4'. It is a tetrachlorobiphenyl, a trichlorobenzene and a member of monochlorobenzenes. C1=CC(=CC=C1C2=C(C(=C(C=C2)Cl)Cl)Cl)Cl